NC1=C2N=CN(C2=NC(=N1)F)[C@H]1C[C@@H]([C@](O1)(CO)C#C)OC(=O)NCC(=O)OC(C)(C)C tert-butyl ((((2R,3S,5R)-5-(6-amino-2-fluoro-9H-purin-9-yl)-2-ethynyl-2-(hydroxymethyl)tetrahydrofuran-3-yl)oxy)carbonyl)glycinate